2-(2-fluoro-5-hydroxyphenyl)-4(s)-methylimidazole FC1=C(C=C(C=C1)O)C=1NC=C(N1)C